ClC=1C(=NC(=CN1)CCC(F)(F)F)N1CCC(CC1)C(=O)OCC Ethyl 1-(3-chloro-6-(3,3,3-trifluoropropyl)pyrazin-2-yl)piperidine-4-carboxylate